1-(oxetan-3-yl)-6-azabicyclo[3.1.0]hexane-3-carboxamide hydrochloride Cl.O1CC(C1)C12CC(CC2N1)C(=O)N